6-(tert-Butyl)-5-(piperidin-1-yl)thieno[2,3-d]pyrimidin-4-ol C(C)(C)(C)C1=C(C2=C(N=CN=C2O)S1)N1CCCCC1